CN1N=CC(=C1)C=1NN=C(C1)C(=O)OC methyl 1'-methyl-1'H,2H-[3,4'-bipyrazole]-5-carboxylate